BrC(CCCC=C)CC 6-bromo-1-octene